N[C@H]1C(C(=C(C([C@@H]1C1=C(C2=NC(=CC(=C2S1)NCC=1OC=CC1)Cl)C)([2H])[2H])[2H])[2H])([2H])[2H] 2-((1S,6S)-6-aminocyclohex-3-en-1-yl-2,2,3,4,5,5-d6)-5-chloro-N-(furan-2-ylmethyl)-3-methylthieno[3,2-b]pyridin-7-amine